6-chloro-2-[[(2S)-2-methylpyrrolidin-1-yl]methyl]-1H-pyrrolo[3,2-C]pyridine ClC1=CC2=C(C=N1)C=C(N2)CN2[C@H](CCC2)C